CN(C(O)=O)C1=NC2=C(N1)C=CC(=C2)C2=CC(=NC=C2)C.N2C(NC(NC2=O)=O)=O 1,3,5-triazine-2,4,6(1H,3H,5H)-trione Methyl-(5-(2-methylpyridin-4-yl)-1H-benzo[d]imidazol-2-yl)carbamate